BrC1=NSC(=N1)N[C@@H]1[C@H]([C@H]([C@H](OC1)COCCOCCOCCOCCNC1=C(C=C(C=C1)[N+](=O)[O-])[N+](=O)[O-])O)O (2R,3R,4R,5S)-5-((3-bromo-1,2,4-thiadiazol-5-yl)amino)-2-(13-((2,4-dinitrophenyl)amino)-2,5,8,11-tetraoxatridecyl)tetrahydro-2H-pyran-3,4-diol